C(C)OC(CC(=O)N(C1=C(CC(C1)C)C(=O)OC)C)=O methyl 2-[(3-ethoxy-3-oxo-propionyl)-methyl-amino]-4-methyl-cyclopentene-1-carboxylate